FC1=C(C(=CC=C1C=1N=CN(C1)CC1=CC(=CC=C1)F)O)N1CC(NS1(=O)=O)=O 5-(2-fluoro-3-(1-(3-fluorobenzyl)-1H-imidazol-4-yl)-6-hydroxyphenyl)-1,2,5-thiadiazolidin-3-one 1,1-dioxide